FC1=CC(=C2C(=CN(C2=C1)C)SC=1C(=NC(=NC1)N1C=NC(=C1)C)C)C 6-fluoro-1,4-dimethyl-3-[4-methyl-2-(4-methylimidazol-1-yl)pyrimidin-5-yl]sulfanyl-indole